NC=1C(=NC(=CN1)C1=CC=C(C=C1)CN1CCC(CC1)N1CCCC1)C(=O)NC1=CC(=CC(=C1)O)O 3-amino-N-(3,5-dihydroxyphenyl)-6-(4-((4-(pyrrolidin-1-yl)piperidin-1-yl)methyl)phenyl)pyrazine-2-carboxamide